3-(benzyloxycarbonylamino)propanoic acid C(C1=CC=CC=C1)OC(=O)NCCC(=O)O